CC1=C(OC2=C(C=C(C=C2C1=O)C)C(C)NC1=C(C(=O)O)C=CC=C1)C1=CC=C(C=C1)CN1CCOCC1 2-((1-(3,6-Dimethyl-2-(4-(morpholinomethyl)phenyl)-4-oxo-4H-chromen-8-yl)ethyl)amino)benzoic acid